5-[3-[4-[2-[(R)-3-[4-amino-3-(4-phenoxyphenyl)pyrazolo[3,4-d]pyrimidin-1-yl]-1-piperidyl]-2-oxo-ethyl]-1-piperidyl]azetidin-1-yl]-2-(2,6-dioxo-3-piperidyl)isoindoline-1,3-dione NC1=C2C(=NC=N1)N(N=C2C2=CC=C(C=C2)OC2=CC=CC=C2)[C@H]2CN(CCC2)C(CC2CCN(CC2)C2CN(C2)C=2C=C1C(N(C(C1=CC2)=O)C2C(NC(CC2)=O)=O)=O)=O